C(#N)C1=CC(=C(C=C1)CCN1CC(CCC1)C1=CC=C(C=C1)CC(=O)O)F 2-(4-(1-(4-cyano-2-fluorophenylethyl)piperidin-3-yl)phenyl)acetic acid